(S)-N-(1-(benzylamino)-1-oxo-3-phenylpropan-2-yl)-3,4-dihydroxypicolinamide hydrochloride Cl.C(C1=CC=CC=C1)NC([C@H](CC1=CC=CC=C1)NC(C1=NC=CC(=C1O)O)=O)=O